5-((4-(4-((1-(4-(2,4-dioxotetrahydropyrimidin-1(2H)-yl)-3-fluorophenyl)piperidin-4-yl)methyl)piperazin-1-yl)-3-fluorophenyl)amino)-3-(piperidin-1-yl)-1,2,4-triazine-6-carboxamide O=C1N(CCC(N1)=O)C1=C(C=C(C=C1)N1CCC(CC1)CN1CCN(CC1)C1=C(C=C(C=C1)NC=1N=C(N=NC1C(=O)N)N1CCCCC1)F)F